5-(trifluoromethyl)picolinate FC(C=1C=CC(=NC1)C(=O)[O-])(F)F